trans-4-((3-(1-Cyclopropyl-1H-pyrazol-4-yl)phenyl)((trans-4-(4-methoxy-3-methylphenyl)cyclohexyl)methyl)carbamoyl)cyclohexyl ((1H-imidazol-2-yl)methyl)carbamate N1C(=NC=C1)CNC(O[C@@H]1CC[C@H](CC1)C(N(C[C@@H]1CC[C@H](CC1)C1=CC(=C(C=C1)OC)C)C1=CC(=CC=C1)C=1C=NN(C1)C1CC1)=O)=O